ethyl 2-(4-dimethylamino-phenyl)-1H-benzimidazole-5-carboxylate CN(C1=CC=C(C=C1)C1=NC2=C(N1)C=CC(=C2)C(=O)OCC)C